4-((2-((3r,4r)-3-amino-4-fluoropiperidin-1-yl)-6-chloro-1H-benzo[d]imidazol-1-yl)methyl)benzonitrile hydrochloride Cl.N[C@@H]1CN(CC[C@H]1F)C1=NC2=C(N1CC1=CC=C(C#N)C=C1)C=C(C=C2)Cl